C(C)(C)(C)OC(=O)N1C2CC(CC1CC2)OC2=NC=C(C(=C2)C(=O)OC)N Endo-3-((5-amino-4-(methoxycarbonyl)pyridin-2-yl)oxy)-8-azabicyclo[3.2.1]octane-8-carboxylic acid tert-butyl ester